2-Isopropyl-3,5-dimethoxy-6-methylpyrazine C(C)(C)C1=NC(=C(N=C1OC)OC)C